O[C@H](COC1=CC=C(C=C1)C(\C=C/C1=CC=CC=C1)=O)COC1=CC=C(C=C1)\C=C/C(C1=CC=CC=C1)=O (Z)-1-[4-[(2S)-2-Hydroxy-3-[4-[(Z)-3-oxo-3-phenylprop-1-enyl]phenoxy]propoxy]phenyl]-3-phenylprop-2-en-1-one